C(C)OC1=C(C(=CC(=C1)C1(OCCO1)C)OCC)C(CC)O 1-[2,6-diethoxy-4-(2-methyl-1,3-dioxolan-2-yl)phenyl]propan-1-ol